6-(cyclobutylmethoxy)-4-(6-(4-((6-methoxypyridin-3-yl)methyl)piperazin-1-yl)pyridin-3-yl)pyrazolo[1,5-a]pyridine-3-carbonitrile C1(CCC1)COC=1C=C(C=2N(C1)N=CC2C#N)C=2C=NC(=CC2)N2CCN(CC2)CC=2C=NC(=CC2)OC